2-(3,4-dimethoxyphenyl)-5-(1-(2-(methylamino)ethyl)piperidin-4-yl)-1H-indole-3-carbonitrile COC=1C=C(C=CC1OC)C=1NC2=CC=C(C=C2C1C#N)C1CCN(CC1)CCNC